5-(2-aminoethyl)-2,4-dihydro-3H-1,2,4-triazole NCCC=1NCNN1